didodecyl 2,3-bis((4-(dimethylamino)butanoyl)oxy)succinate CN(CCCC(=O)OC(C(=O)OCCCCCCCCCCCC)C(C(=O)OCCCCCCCCCCCC)OC(CCCN(C)C)=O)C